C1(=CC=CC=C1)C1N(N=CC1)C(=O)C1CCN(CC1)C1=NC=CC(=N1)C1=CC=CC=C1 (3-phenyl-3,4-dihydropyrazol-2-yl)-[1-(4-phenylpyrimidin-2-yl)-4-piperidinyl]methanone